7-((2-(2,6-dioxopiperidin-3-yl)-1,3-dioxoisoindolin-4-yl)thio)heptanoic acid O=C1NC(CCC1N1C(C2=CC=CC(=C2C1=O)SCCCCCCC(=O)O)=O)=O